1,5-bis(2-bromophenyl)-1,4-Pentadien-3-one BrC1=C(C=CC=C1)C=CC(C=CC1=C(C=CC=C1)Br)=O